FC(C1=NC(=CC(=N1)N1S(N(C[C@H]1C(=O)N(C=1C=C(C=CC1)C)C)C)(=O)=O)C(F)(F)F)(F)F (S)-2-(2,6-bis(trifluoromethyl)pyrimidin-4-yl)-N,5-dimethyl-N-(m-tolyl)-1,2,5-thiadiazolidine-3-carboxamide 1,1-dioxide